5-[(4-Chloro-5-methoxypyridin-2-yl)methoxy]-2-(1-methyl-6-oxo-1,6-dihydropyridazin-3-yl)-2,3-dihydro-1H-isoindol-1-one ClC1=CC(=NC=C1OC)COC=1C=C2CN(C(C2=CC1)=O)C1=NN(C(C=C1)=O)C